FC(C1=C(C=CC=C1)N1N=CC=C1NC(=O)C=1C=NN2C1N=CC=C2)(F)F N-(1-(2-(trifluoromethyl)phenyl)-1H-pyrazol-5-yl)pyrazolo[1,5-a]pyrimidine-3-carboxamide